(1-methylpiperidin-4-yl)-1H-pyrazolo[3,4-d]pyrimidine-4,6-diamine CN1CCC(CC1)N1N=CC=2C1=NC(=NC2N)N